C1(CCCCC1)[C@@H](CO)NC1=NC(=NC=C1C(=O)N)NC=1C=NN(C1)C 4-{[(1S)-1-cyclohexyl-2-hydroxyethyl]amino}-2-[(1-methyl-1H-pyrazol-4-yl)amino]pyrimidine-5-carboxamide